2-((2,6-bis(trifluoromethyl)-1,4-dihydropyridin-3-yl)sulfonyl)-6-(2-oxaspiro[3.3]heptan-6-yl)-2,6-diazaspiro[3.3]heptane FC(C=1NC(=CCC1S(=O)(=O)N1CC2(C1)CN(C2)C2CC1(COC1)C2)C(F)(F)F)(F)F